COC(C1=C(C=NC=C1)C1=CC(=CC=C1)O)=O.BrC1=CC(=C(C=C1)C1(COC1)N([S@](=O)C(C)(C)C)COCC[Si](C)(C)C)Cl |r| (±)-N-[3-(4-bromo-2-chloro-phenyl)oxetan-3-yl]-2-methyl-N-(2-trimethylsilylethoxy-methyl)propane-2-sulfinamide methyl-3-(3-hydroxyphenyl)isonicotinate